[4-[(E)-3-(4-Hydroxyphenyl)prop-2-enoyl]phenyl] benzenesulfonate C1(=CC=CC=C1)S(=O)(=O)OC1=CC=C(C=C1)C(\C=C\C1=CC=C(C=C1)O)=O